FC=1C=C2C(=NNC2=CC1OCCOC)C1=CC(=NO1)C1=CC(=C(C=C1)C(=O)N1CCN(CC1)C1COC1)C (4-{5-[5-fluoro-6-(2-methoxy-ethoxy)-1H-indazol-3-yl]-isoxazol-3-yl}-2-methylphenyl)-(4-oxetan-3-yl-piperazin-1-yl)-methanone